1,3-bis(trimethylsilyl)-1,3-diaza-2-silacyclohexane C[Si](N1[SiH2]N(CCC1)[Si](C)(C)C)(C)C